ClC1=C(C=C(C=C1)N1CC(C2=NC(=CC=C21)C(=O)N2C(CN(CC2)C(CCC(=O)OCC)=O)(C)C)(C)C)F ethyl 4-(4-(1-(4-chloro-3-fluorophenyl)-3,3-dimethyl-2,3-dihydro-1H-pyrrolo[3,2-b]pyridine-5-carbonyl)-3,3-dimethylpiperazin-1-yl)-4-oxobutanoate